(E)-N-(4-(5-amino-1-(2-ethoxyvinyl)imidazo[1,5-c]pyrimidin-3-yl)benzyl)-5-fluoro-2-methoxybenzamide NC1=NC=CC=2N1C(=NC2\C=C\OCC)C2=CC=C(CNC(C1=C(C=CC(=C1)F)OC)=O)C=C2